C(#N)C=1C=C2CCN(CC2=CC1)C1=CC(=C(C(=C1)C)NC(CC(C)(C)C)=O)SCC N-(4-(6-cyano-3,4-dihydroisoquinoline-2(1H)-yl)-2-(ethylthio)-6-methylphenyl)-3,3-dimethylbutanamide